ClC=1C=C(C=CC1)NC(=O)NCC1=CC(=NC=C1)OCC(CF)F 1-(3-chlorophenyl)-3-[[2-(2,3-difluoro-propoxy)pyridin-4-yl]methyl]urea